(R)-pent-4-en-2-ol C[C@H](CC=C)O